2-[(5-methoxy-1-benzofuran-2-carbonyl)amino]-3-pyridin-3-ylpropionic acid COC=1C=CC2=C(C=C(O2)C(=O)NC(C(=O)O)CC=2C=NC=CC2)C1